8-(4-(benzyloxy)phenyl)-6-(1H-pyrazol-5-yl)-9H-purine C(C1=CC=CC=C1)OC1=CC=C(C=C1)C=1NC2=NC=NC(=C2N1)C1=CC=NN1